(3-fluoropyridin-2-yl)methanamine hydrochloride Cl.FC=1C(=NC=CC1)CN